8-ethoxy-N-(piperidin-4-yl)quinolin-5-amine hydrochloride Cl.C(C)OC1=CC=C(C=2C=CC=NC12)NC1CCNCC1